methyl 5-(3-(N-(2-(4-fluorophenyl)acetyl)propiolamido) propoxy)-4-methoxy-2-propiolamidobenzoate FC1=CC=C(C=C1)CC(=O)N(C(C#C)=O)CCCOC=1C(=CC(=C(C(=O)OC)C1)NC(C#C)=O)OC